N-(1,6-dimethyl-9H-xanthen-9-yl)-5-morpholino-2-oxo-6-(trifluoromethyl)-1,2-dihydropyridine-3-carboxamide CC1=CC=CC=2OC3=CC(=CC=C3C(C12)NC(=O)C=1C(NC(=C(C1)N1CCOCC1)C(F)(F)F)=O)C